[Si](C)(C)(C(C)(C)C)OCC=1C=C(N)C=CC1B1OC(C(O1)(C)C)(C)C 3-(((tert-butyldimethylsilyl)oxy)methyl)-4-(4,4,5,5-tetramethyl-1,3,2-dioxaborolan-2-yl)-aniline